CN(C1=CC(=C(C=C1)S(=O)(=O)N)OC)C 4-(dimethylamino)-2-methoxybenzenesulfonamide